4-((3-([1,1'-biphenyl]-3-yl)-1H-pyrazol-1-yl)methyl)-1-methylpyridin-2(1H)-one C1(=CC(=CC=C1)C1=NN(C=C1)CC1=CC(N(C=C1)C)=O)C1=CC=CC=C1